N[C@@H]1C(NC[C@H]1C1=C(C=C(C=C1F)OC)F)=O |o1:1,5| (-)-(3S*,4R*)-3-Amino-4-(2,6-difluoro-4-methoxyphenyl)pyrrolidin-2-one